BrC=1C=C(C(NC1)=O)C 5-Bromo-3-methylpyridin-2-one